C1(CCCCCC1)C(=O)NC(C(=O)O)C1C(CC(OC1)CC(=O)O)CC(=O)O.ClC1=NC=CC=C1CC(=O)NC1=CC(=C(C=C1)N1N=CC(=C1)F)S(N)(=O)=O 2-(2-Chloropyridin-3-yl)-N-[4-(4-fluoro-1H-pyrazol-1-yl)-3-sulfamoylphenyl]acetamide (cycloheptanecarboxamido)tetrahydro-2H-pyran-2,4,5-triyl-triacetate